ClC1=CC=C(CN(C(=O)C2N(CC(C2)C)[S@](=O)(=NC)C2=CC=C(C=C2)C)C2CCC(CC2)(F)F)C=C1 N-(4-chlorobenzyl)-N-(4,4-difluorocyclohexyl)-1-((R)-N,4-dimethylphenylsulfonimidoyl)-4-methylpyrrolidine-2-carboxamide